[2-(2-phenylsulfanylethylamino)phenyl]sulfonylbenzamide C1(=CC=CC=C1)SCCNC1=C(C=CC=C1)S(=O)(=O)C1=C(C(=O)N)C=CC=C1